COC(=O)C1(CCCC1)CC=C 1-(prop-2-en-1-yl)cyclopentane-1-carboxylic acid methyl ester